O=C1NC(=NC2=CC=CC=C12)CC#N 2-(4-oxo-3,4-dihydroquinazolin-2-yl)acetonitrile